4-isopropoxy-2-methylbenzene C(C)(C)OC1=CC(=CC=C1)C